N-(4-(N-(2,4-dimethylphenyl)sulfamoyl)phenyl)-3-fluoro-4-methoxybenzenesulphonamide CC1=C(C=CC(=C1)C)NS(=O)(=O)C1=CC=C(C=C1)NS(=O)(=O)C1=CC(=C(C=C1)OC)F